C1(=C(C=CC2=CC=CC=C12)OC1=CC=C2C=C(C=C(C2=C1)C1=CC2=CC=CC=C2C=C1)CO)C1=C(C=CC2=CC=CC=C12)OC1=CC=C2C=C(C=C(C2=C1)C1=CC2=CC=CC=C2C=C1)CO [[1,1'-binaphthalene]-2,2'-diylbis(oxy[1,2'-binaphthalene]-7,3-diyl)]dimethanol